O=C1N(CC=2C=CC=C(C12)C(=O)O)CC1=CC=NC=C1 3-oxo-2-(pyridin-4-ylmethyl)-1H-isoindole-4-carboxylic acid